2-hydroxy-4-isopropyl-7-methylcyclohepta-2,4,6-trien-1-one OC=1C(C(=CC=C(C1)C(C)C)C)=O